C(CCCCC)N1C(C2=CC=CC=3C2=C(C1=O)C=CC3C3=CC=C(C=O)C=C3)=O 4-(2-hexyl-2,3-dihydro-1,3-dioxo-1H-benzo[de]isoquinolin-6-yl)benzaldehyde